perfluoro-hexyl-sodium acetate C(C)(=O)O.FC(C(C(C(C(C(F)(F)F)(F)F)(F)F)(F)F)(F)F)([Na])F